OC1=CC=CC=2N=NN(C(C21)=O)C2C(NC(CC2)=O)=O 3-(5-hydroxy-4-oxo-benzo[d][1,2,3]triazin-3(4H)-yl)piperidine-2,6-dione